COC=1C=CC2=C(N(C(S2)=O)C2=CC=C(C=C2)C(F)(F)F)C1 5-methoxy-3-(4-(trifluoromethyl)-phenyl)benzothiazol-2(3H)-one